Cl.NCCOCCOCCNC=1C=C2C3=C(N(C2=CC1)C1C(NC(CC1)=O)=O)N=CC=C3 3-[6-([2-[2-(2-aminoethoxy)ethoxy]ethyl]amino)-9H-pyrido[2,3-b]indol-9-yl]piperidine-2,6-dione hydrochloride